OCCCC(=O)O beta-hydroxymethylpropionic acid